O=C[C@H](O)[C@@H](O)[C@H](O)CC(=O)[O-] 5-deoxyglucuronate